Cl.NCCOC1=CC(=C(CN2C(N([C@H](C3=CC=C(C=C23)C(=O)NCC2=C(C=C(C=C2F)F)F)C)C)=O)C(=C1)F)Cl (S)-1-(4-(2-aminoethoxy)-2-chloro-6-fluorobenzyl)-3,4-dimethyl-2-oxo-N-(2,4,6-trifluorobenzyl)-1,2,3,4-tetrahydroquinazoline-7-carboxamide hydrochloride